ClC=1C2=C(N=CN1)C(=CC(=N2)C2=CC(=CC=C2)I)C 4-chloro-6-(3-iodophenyl)-8-methylpyrido[3,2-d]pyrimidine